(R)-2-fluoro-3-((5-methyl-4-nitro-1H-pyrazol-3-yl)oxy)propan-1-ol F[C@H](CO)COC1=NNC(=C1[N+](=O)[O-])C